N1(CCC[C@H]2CCCC[C@H]12)C([C@@H](CO)N(CC1=C(C=C(C=C1)OC)F)C1CC1)=O (2R)-1-[(4aR,8aS)-3,4,4a,5,6,7,8,8a-Octahydro-2H-quinolin-1-yl]-2-[cyclopropyl-[(2-fluoro-4-methoxy-phenyl)methyl]amino]-3-hydroxy-propan-1-one